C(C)OC(=O)C1=NN([C@]2(C(NCC[C@H]21)=O)N2CCOCC2)C2=C(C(=CC=C2)Cl)F (3AS,7aR)-1-(3-chloro-2-fluorophenyl)-7a-morpholin-4-yl-7-oxo-3a,4,5,6-tetrahydropyrazolo[3,4-c]pyridine-3-carboxylic acid ethyl ester